perfluorophenyl 7-(bicyclo[1.1.1]pentan-1-yl)-8-fluoro-2-oxo-1,2-dihydroquinoline-3-carboxylate C12(CC(C1)C2)C2=CC=C1C=C(C(NC1=C2F)=O)C(=O)OC2=C(C(=C(C(=C2F)F)F)F)F